dimethyl-4-hydroxytryptamine hemi-adipate salt C(CCCCC(=O)O)(=O)O.CN(CCC1=CNC2=CC=CC(=C12)O)C.CN(CCC1=CNC2=CC=CC(=C12)O)C